6-(Cyclobutylamino)-2-(1-piperidyl)pyrimidine-4-carboxylic acid C1(CCC1)NC1=CC(=NC(=N1)N1CCCCC1)C(=O)O